(1R,6S)-6-methyl-4-(((trifluoromethyl)sulfonyl)oxy)cyclohex-3-ene-1-carboxylic acid tert-butyl ester C(C)(C)(C)OC(=O)[C@@H]1CC=C(C[C@@H]1C)OS(=O)(=O)C(F)(F)F